ClC1=C(C(=O)O)C=CC(=C1)NC=1C=2N(C=CN1)C(=CN2)C2=C(C(=C(C=C2)OC(F)F)F)F 2-Chloro-4-[[3-[4-(difluoromethoxy)-2,3-difluoro-phenyl]imidazo[1,2-a]pyrazin-8-yl]amino]benzoic acid